C(C)C1(CS(C2=C(N(C1)C1=CC=CC=C1)C=C(C(=C2)O/C=C/C(=O)O)SC)(=O)=O)CCC (E)-3-((3-ethyl-7-(methylthio)-1,1-dioxido-5-phenyl-3-propyl-2,3,4,5-tetrahydro-1,5-benzothiazepin-8-yl)oxy)acrylic acid